C1(=CC=CC=C1)C1=C(C2=CC=CC=C2C=C1)C1=C2C(=C(C(=C(C2=C(C=2C(=C(C(=C(C12)[2H])[2H])[2H])[2H])[2H])[2H])[2H])[2H])C1=C(C=CC=C1)C1=CC=CC2=CC=CC=C12 (phenylnaphthyl)(naphthylphenyl)anthracene-d8